ClC1=CC=C(C=C1)[C@H](NC(=O)N1[C@@H](C(NCC1)=O)C)C=1C=NC(=CC1)C(F)(F)F (2R)-N-((S)-(4-chlorophenyl)(6-(trifluoromethyl)pyridin-3-yl)methyl)-2-methyl-3-oxopiperazine-1-carboxamide